(R)-2-methyl-N-[(5S)-spiro[5,7-dihydrocyclopenta[b]pyridine-6,4'-piperidin]-5-yl]propan-2-sulfinamide CC(C)(C)[S@@](=O)N[C@@H]1C=2C(=NC=CC2)CC12CCNCC2